5-bromo-3-(6-methoxypyridin-3-yl)-7-methylquinolin-2-ol BrC1=C2C=C(C(=NC2=CC(=C1)C)O)C=1C=NC(=CC1)OC